tert-butyl N-(2-methylimidazo[1,2-b]pyridazin-7-yl)carbamate CC=1N=C2N(N=CC(=C2)NC(OC(C)(C)C)=O)C1